N1=CC=C(C=C1)C1C(CC2=NC=CC=C2O1)O 2-(pyridin-4-yl)-2H,3H,4H-pyrano[3,2-b]pyridin-3-ol